6-chloro-5-sulfanylindolin-2-one ClC1=C(C=C2CC(NC2=C1)=O)S